C(C)N(CC=O)C 2-(ethyl-(methyl)amino)ethan-1-one